C(C)(C)N1N=CC=C1C(=O)N[C@@H](C)C1=CC=C(C=C1)NC(OCC1=CC=C(C=C1)Cl)=O 4-chlorobenzyl (S)-(4-(1-(1-isopropyl-1H-pyrazole-5-carboxamido)eth-yl)phenyl)carbamate